4-(1H-benzo[d]imidazol-1-yl)-N'-phenylthiophene-2-carbohydrazide N1(C=NC2=C1C=CC=C2)C=2C=C(SC2)C(=O)NNC2=CC=CC=C2